C(=C)CC(C)CCC[C@@H](C)[C@H]1CC[C@H]2[C@@H]3CC=C4C[C@@H](O)CC[C@]4(C)[C@H]3CC[C@]12C vinyl-cholesterol